[Cl-].C(=C)C1(CC=2NC=C(N2)CCCCCCCCCCCC)CC=CC=C1 1-vinylbenzyl-4-dodecyl-imidazole chloride